C(C)(C)(C)OC(=O)NC[C@@H](C(=O)O)O (S)-3-((tert-Butoxycarbonyl)amino)-2-hydroxypropionic acid